(1,2-dimethylpentyl)(1,2-diethylbutyl)phosphinic acid CC(C(CCC)C)P(O)(=O)C(C(CC)CC)CC